(2E,4E)-5-(4-methoxyphenyl)penta-2,4-dienoic acid-3-aminopropyl ester NCCCOC(\C=C\C=C\C1=CC=C(C=C1)OC)=O